C1(CC1)C=1N=NN(C1)[C@H](C(=O)N1[C@@H](C[C@H](C1)O)C(=O)NCC1=CC=C(C=C1)OC1CCN(CC1)C)C(C)(C)C (2S,4R)-1-[(2S)-2-(4-cyclopropyltriazol-1-yl)-3,3-dimethyl-butanoyl]-4-hydroxy-N-[[4-[(1-methyl-4-piperidyl)oxy]phenyl]methyl]pyrrolidine-2-carboxamide